Cl.C(C)(C)C1CNCC1 3-Isopropyl-pyrrolidine, hydrochloride salt